C(C)O[Si](C1CCCC1)(OCC)OCC triethoxy(cyclopentyl)silane